1,4-diisopropyl-1H-pyrazolo[3,4-d]pyrimidine C(C)(C)N1N=CC=2C1=NC=NC2C(C)C